C(#N)C1=C(C=CC=C1)C(CC)C=1C(=NN(C1)C)N(C(C)=O)C 1-(2-cyanophenyl)-1-(1-methyl-3-(N-methylacetamido)-1H-pyrazol-4-yl)propan